ClC1=C(C(=O)NC2=CC=C(C=C2)F)C(=CC=C1[N+](=O)[O-])Cl 2,6-dichloro-N-(4-fluorophenyl)-3-nitrobenzamide